8-[(1R)-1-amino-1-deutero-ethyl]-3,6-dimethyl-2-phenyl-benzopyran-4-one N[C@@](C)([2H])C1=CC(=CC=2C(C(=C(OC21)C2=CC=CC=C2)C)=O)C